1-[(3R)-3-[4-[3-chloro-4-(pyrazin-2-ylmethoxy)anilino]quinazolin-6-yl]-1-piperidyl]prop-2-en-1-one ClC=1C=C(NC2=NC=NC3=CC=C(C=C23)[C@@H]2CN(CCC2)C(C=C)=O)C=CC1OCC1=NC=CN=C1